(2R,3R,5S)-2-(4-(8-azabicyclo[3.2.1]octan-8-yl)-6-chloro-1H-pyrazolo[3,4-d]pyrimidin-1-yl)-5-(hydroxymethyl)-4-methylenetetrahydrofuran-3-ol C12CCCC(CC1)N2C2=C1C(=NC(=N2)Cl)N(N=C1)[C@@H]1O[C@@H](C([C@H]1O)=C)CO